C(C)C1(CCC(CC1)NC=1N=C(C2=C(N1)NC=C2C2=CC=1N(C=C2)N=CC1C(=O)NC)OC)O 5-(2-(((1s,4s)-4-ethyl-4-hydroxycyclohexyl)amino)-4-methoxy-7H-pyrrolo[2,3-d]pyrimidin-5-yl)-N-methylpyrazolo[1,5-a]pyridine-3-carboxamide